2-[(6-methoxy-2-methyl-1,2,3,4-tetrahydroisoquinolin-7-yl)amino]-4-{[(pyridin-4-yl)methyl]amino}pyrimidine-5-carboxamide COC=1C=C2CCN(CC2=CC1NC1=NC=C(C(=N1)NCC1=CC=NC=C1)C(=O)N)C